(5-cyclopropoxy-1H-indazol-1-yl)ethan-1-one C1(CC1)OC=1C=C2C=NN(C2=CC1)C(C)=O